FC1=C(C=CC=C1)N1C=C(C=CC1=O)C(=O)N[C@H](C)C1=CC(=CC=C1)C=1SC=C(C1)CNC 1-(2-Fluorophenyl)-N-[(1R)-1-(3-{4-[(methylamino)methyl]thiophen-2-yl}phenyl)ethyl]-6-oxo-1,6-dihydropyridine-3-carboxamide